(R)-(4-(4-(difluoromethyl)pyrazolo[1,5-a]pyridin-2-yl)-6,7-dihydro-1H-imidazo[4,5-c]pyridin-5(4H)-yl)(5-(1,5-dimethyl-1H-pyrazol-3-yl)-1,3,4-oxadiazol-2-yl)methanone FC(C=1C=2N(C=CC1)N=C(C2)[C@@H]2N(CCC1=C2N=CN1)C(=O)C=1OC(=NN1)C1=NN(C(=C1)C)C)F